(8-cyclopropyl-5-oxothieno[3',2':4,5]pyrrolo[1,2-d][1,2,4]triazin-6(5H)-yl)acetic acid C1(CC1)C1=NN(C(C=2N1C1=C(C2)C=CS1)=O)CC(=O)O